N1N=CN=C1[C@@H]1CN(CC1)C(=O)N1CC2(C1)CC(C2)CN2N=CC(=C2)C(F)(F)F [(3S)-3-(1H-1,2,4-Triazol-5-yl)pyrrolidin-1-yl]-[6-[[4-(trifluoromethyl)pyrazol-1-yl]methyl]-2-azaspiro[3.3]heptan-2-yl]methanone